N-(4-(4-(4-bromophenyl)piperazin-1-yl)phenyl)-4,4,4-trifluoro-2-hydroxybutanamide BrC1=CC=C(C=C1)N1CCN(CC1)C1=CC=C(C=C1)NC(C(CC(F)(F)F)O)=O